2-Amino-4-hydroxy-5-methoxybenzoic acid methyl ester COC(C1=C(C=C(C(=C1)OC)O)N)=O